1-[(4-{6,6-difluoro-3-azabicyclo[3.1.0]hex-3-yl}-2-fluorophenyl)methyl]-1H-pyrazole-4-carboxylic acid ethyl ester C(C)OC(=O)C=1C=NN(C1)CC1=C(C=C(C=C1)N1CC2C(C2C1)(F)F)F